(2S)-[4-(3-fluorobenzyloxy)benzylamino]propanamide mesylate S(C)(=O)(=O)O.FC=1C=C(COC2=CC=C(CN[C@H](C(=O)N)C)C=C2)C=CC1